C(C)(C)(C)OC(=O)N1CCC2(CC1)C(C1=C3C(=NC=C1N2)N(C=C3)S(=O)(=O)C3=CC=C(C)C=C3)=O 8-oxo-3-tosyl-6,8-dihydro-3H-spiro[dipyrrolo[2,3-b:3',2'-d]pyridine-7,4'-piperidine]-1'-carboxylic acid tert-butyl ester